FC(C1=NN=C(O1)C1=CC(=NC=C1)C=1N(C=CN1)CC1=CC(=C(C#N)C=C1)F)F 4-[(2-{4-[5-(difluoromethyl)-1,3,4-oxadiazol-2-yl]pyridin-2-yl}-1H-imidazol-1-yl)methyl]-2-fluorobenzonitrile